C(C)OC(=O)C1=C(NC2=CC=CC=C2C1=O)C=1NC=CC1 4-oxo-2-(1H-pyrrol-2-yl)-1,4-dihydroquinoline-3-carboxylic acid ethyl ester